(R)-3-((7-chloro-1-methyl-6-(pyrazolo[1,5-a]pyrazin-3-yloxy)-1H-imidazo[4,5-b]pyridin-2-yl)amino)-5-cyclopropyl-1-(3-hydroxy-2-methylpropyl)pyridin-2(1H)-one ClC1=C2C(=NC=C1OC=1C=NN3C1C=NC=C3)N=C(N2C)NC=2C(N(C=C(C2)C2CC2)C[C@H](CO)C)=O